NC1=C(C=C(C(=N1)C1=CC=C(C=C1)F)C1=CC(=NC(=C1)C)Cl)C=1C=NN(C1)CCC(=O)N 3-(4-(6-amino-2'-chloro-2-(4-fluorophenyl)-6'-methyl-[3,4'-bipyridin]-5-yl)-1H-pyrazol-1-yl)propanamide